FC(C1=CC=C(OC2=NC=CC=C2C2=CC3=C(NN=N3)C=C2)C=C1)(F)F 5-(2-(4-(trifluoromethyl)phenoxy)pyridin-3-yl)-1H-benzo[d][1,2,3]triazole